4-methoxy-N-(1-(piperidin-4-yl)-1H-pyrazol-4-yl)pyrimidin-2-amine COC1=NC(=NC=C1)NC=1C=NN(C1)C1CCNCC1